OC1(CCC(CC1)=O)C(F)(F)F 4-Hydroxy-4-(trifluoromethyl)cyclohexanone